C1(CCC1)C(C)(C#C)O 2-cyclobutyl-but-3-yn-2-ol